C(C(CCCCCCCCCCCCCCCCCCCC)O)O docosan-1,2-diol